4-((2-(2,6-dioxopiperidine-3-yl)-1,3-dioxoisoindoline-4-yl)thio)butanoic acid O=C1NC(CCC1N1C(C2=CC=CC(=C2C1=O)SCCCC(=O)O)=O)=O